ClC1=C(C(=CC(=C1)C1=CC=CC=C1)C1=CC(=CC=C1)C1=NC(=NC(=N1)C1=CC=CC=C1)C1=CC=CC=C1)C1=CC=CC=C1 2-(3'-chloro-5'-phenyl-[1,1':2',1''-terphenyl]-3-yl)-4,6-diphenyl-1,3,5-triazine